CS(=O)(=O)CCN1N=CC(=C1)CN1CCC2(CC1)OCC1(C3=C2SC=C3)CC1 ((1-(2-(methylsulfonyl)ethyl)-1H-pyrazol-4-yl)methyl)-5'H-dispiro[cyclopropane-1,4'-thieno[2,3-c]pyran-7',4''-piperidine]